C(C)C1=C(C(=O)OCC2CO2)C=C(C(=C1)C(=O)OCC1CO1)CC diglycidyl 2,5-diethylterephthalate